CC1=C(C=C(C(=O)NCC2=NC=C3C=CC(=NC3=C2)C2=CC=CC(=N2)N2CC3(CC2)N(CCOC3)C(=O)OC(C)(C)C)C=C1)S(=O)(=O)C tert-butyl 2-(6-(7-((4-methyl-3-(methylsulfonyl)benzamido)methyl)-1,6-naphthyridin-2-yl)pyridin-2-yl)-9-oxa-2,6-diazaspiro[4.5]decane-6-carboxylate